CC(C(=O)NN)(C)C 2,2-dimethylpropiohydrazide